NCCC(C(=O)N)CCCC1SCC2NC(NC21)=O (2-aminoethyl)-5-(2-oxo-1,3,3a,4,6,6a-hexahydrothieno[3,4-d]imidazol-4-yl)pentanamide